FC1(CCN(CC1)CCF)C(=O)NC=1N=CC2=CC=C(C=C2C1)C=1SC(=NN1)C 4-fluoro-1-(2-fluoroethyl)-N-(6-(5-methyl-1,3,4-thiadiazol-2-yl)isoquinolin-3-yl)piperidine-4-carboxamide